C(CCC)C1=C(C=CC=C1)S(=O)(=O)N n-butylbenzensulfonamide